ClC=1C=CC(=C(C1)N1N=C(C=2C=NC(=CC21)C=2C=NN1C2N=CC=C1)CN(C)C)OC(F)F 1-(1-(5-chloro-2-(difluoromethoxy)phenyl)-6-(pyrazolo[1,5-a]pyrimidin-3-yl)-1H-pyrazolo[4,3-c]pyridin-3-yl)-N,N-dimethylmethanamine